1-(thiophen-2-yl)prop-2-en-1-ol S1C(=CC=C1)C(C=C)O